(2R,3R,4S,5R)-4-[[3-(3,4-difluorophenyl)-4,5-dimethyl-5-(trifluoromethyl)tetrahydrofuran-2-carbonyl]amino]pyridine-2-carboxamide FC=1C=C(C=CC1F)[C@@H]1[C@@H](O[C@]([C@H]1C)(C(F)(F)F)C)C(=O)NC1=CC(=NC=C1)C(=O)N